C(C)(C)(C)OC(CN1CC([C@H](CC1)C1=CC=C2C(=NN(C2=C1)C)N1C(NC(CC1)=O)=O)(F)F)=O.FC1=C(C=C(C(=C1)F)F)S(=O)(=O)NC1=NC=NS1 2,4,5-trifluoro-N-(1,2,4-thiadiazol-5-yl)benzenesulfonamide tert-butyl-2-[(4R)-4-[3-(2,4-dioxohexahydropyrimidin-1-yl)-1-methyl-indazol-6-yl]-3,3-difluoro-1-piperidyl]acetate